CN1C(N(C2=C1C=NC=1C=CC(=CC21)C=2C=NC(=CC2)C=2C=NN(C2)C)C2=CC(=CC=C2)C(F)(F)F)=O 3-methyl-8-(6-(1-methyl-1H-pyrazol-4-yl)pyridin-3-yl)-1-(3-(trifluoromethyl)phenyl)-1,3-dihydro-2H-imidazo[4,5-c]quinolin-2-one